FC=1C=C(C=C(C1)[N+](=O)[O-])C1(CC(C1)C)C(=O)NNC(NC)=S 2-(1-(3-fluoro-5-nitrophenyl)-3-methylcyclobutane-1-carbonyl)-N-methylhydrazine-1-thiocarboamide